ClC1=CC=C(N=N1)C(C(=O)N)C1=CC(=C(C=C1)Cl)Cl 2-(6-chloropyridazin-3-yl)-2-(3,4-dichlorophenyl)acetamide